Methyl (1R,3S,5S,7R)-3-methyl-5-phenyladamantane-1-carboxylate C[C@@]12C[C@@]3(C[C@@H](C[C@](C1)(C3)C3=CC=CC=C3)C2)C(=O)OC